O=C(CC)NCCOCCOCCOCCCC(=O)O.FC(C1=CC=C(C=C1)C1=NN(C2=NC=CC=C21)C2CC1(CCN(C1)C(C=C)=O)CC2)(F)F 1-(7-(3-(4-(trifluoromethyl)phenyl)-1H-pyrazolo[3,4-b]pyridin-1-yl)-2-azaspiro[4.4]nonan-2-yl)prop-2-en-1-one 3-oxo-7,10,13-trioxa-4-azahexadecane-16-carboxylate